C1(CC1)C#C[C@@]1(NC(NC2=CC(=C(C=C12)F)CN1C=CC=2C(NCCC21)=O)=O)C(F)(F)F (S)-4-(cyclopropylethynyl)-6-fluoro-7-((4-oxo-4,5,6,7-tetrahydro-1H-pyrrolo[3,2-c]pyridin-1-yl)methyl)-4-(trifluoromethyl)-3,4-dihydroquinazolin-2(1H)-one